C(CC)C(C=C(C(=O)OCC)C(=O)OCC)CC diethyl (2-n-propylbutylidene)malonate